C(C)OCC1(CCN(CC1)CC1=CC=C(C=N1)NC(C)=O)CCC1=CC=CC=C1 N-(6-((4-(ethoxymethyl)-4-phenethylpiperidin-1-yl)methyl)pyridin-3-yl)acetamide